O=C1NC(CCC1N1C(OC2=C1C=CC=C2C#CCN2C[C@@H](OCC2)CNC(OC(C)(C)C)=O)=O)=O Tert-butyl (((2S)-4-(3-(3-(2,6-dioxopiperidin-3-yl)-2-oxo-2,3-dihydrobenzo[d]oxazol-7-yl) prop-2-yn-1-yl)morpholin-2-yl)methyl)carbamate